FC=1C=C(C=CC1CS(=O)(=O)C)C1=C(NC2=C(C=CC=C12)[C@H](C)N1C(OC(=C1)CNC(=N)N)=O)C(=O)O (S)-3-(3-fluoro-4-((methylsulfonyl)methyl)phenyl)-7-(1-(5-(guanidinomethyl)-2-oxooxazol-3(2H)-yl)ethyl)-1H-indole-2-carboxylic acid